C(C1=CC=CC=C1)OC1=NC(=CC=C1C1=NN(C2=CC(=CC=C12)[C@@H]1C[C@@H](N(CC1)C(=O)OC(C)(C)C)C)C)OCC1=CC=CC=C1 tert-butyl (2s,4s)-4-[3-(2,6-dibenzyloxy-3-pyridinyl)-1-methyl-indazol-6-yl]-2-methyl-piperidine-1-carboxylate